FC(C1=C2C=C(NC2=CC(=C1)F)C(=O)N(C)C1COCC=2NC(C=3C=C(C=CC3C21)F)=O)F 4-(difluoromethyl)-6-fluoro-N-(8-fluoro-6-oxo-1,4,5,6-tetrahydro-2H-pyrano[3,4-c]isoquinolin-1-yl)-N-methyl-1H-indole-2-carboxamide